C(=O)C=1C=C(C(=O)OC)C=C(C1O)C(F)(F)F methyl 3-formyl-4-hydroxy-5-(trifluoromethyl)benzoate